[SiH2]=[Hf](C1C(=CC2=C(C=CC=C12)C(C)C)C)C1C(=CC2=C(C=CC=C12)C(C)C)C silylene-bis(2-methyl-4-isopropylinden-1-yl)hafnium